N-(4-chlorobenzyl)-N-methyl-isobutyramide ClC1=CC=C(CN(C(C(C)C)=O)C)C=C1